C1(CC1)COC1=C(C=C(C=C1)S(=O)(=O)C)C=1C=C(C(N(C1)CC(C)C)=O)C 5-[2-(cyclopropylmethoxy)-5-methylsulfonylphenyl]-3-methyl-1-(2-methylpropyl)pyridin-2-one